4-(1-ethyl-4-(trifluoromethyl)-1H-imidazol-2-yl)benzyl-1H-pyrazolo[3,4-d]pyrimidine C(C)N1C(=NC(=C1)C(F)(F)F)C1=CC=C(CN2N=CC=3C2=NC=NC3)C=C1